ethyl 2-[3-[[4-[[4-(trifluoromethyl) phenyl]methyl]pyrazolo[1,5-a]pyridine-3-carbonyl]amino]cyclopentyl]acetate FC(C1=CC=C(C=C1)CC=1C=2N(C=CC1)N=CC2C(=O)NC2CC(CC2)CC(=O)OCC)(F)F